imidazolenicotinic acid N1C(=NC=C1)C1=CC=NC=C1C(=O)O